2,2'-Azanediyldi(N-(4-(((2S,4R)-2-methyl-1-propionyl-1,2,3,4-tetrahydroquinolin-4-yl)amino)phenyl)acetamide) N(CC(=O)NC1=CC=C(C=C1)N[C@@H]1C[C@@H](N(C2=CC=CC=C12)C(CC)=O)C)CC(=O)NC1=CC=C(C=C1)N[C@@H]1C[C@@H](N(C2=CC=CC=C12)C(CC)=O)C